C1(CC1)C1=CC(=NC=2N1N=C(C2)C2=C(C=C(C=C2)N2[C@@H]([C@H](CC2)C(=O)N)C)F)C(=O)N2[C@@H](C1=CC=CC=C1CC2)C (2R,3s)-1-(4-{7-cyclopropyl-5-[(1R)-1-methyl-1,2,3,4-tetrahydroisoquinoline-2-carbonyl]pyrazolo[1,5-a]pyrimidin-2-yl}-3-fluorophenyl)-2-methylpyrrolidine-3-carboxamide